2-(4-((1-(cyclopropylmethyl)-1H-pyrazol-4-yl)methyl)-1-methyl-1H-pyrazol-3-yl)-5-fluorobenzene C1(CC1)CN1N=CC(=C1)CC=1C(=NN(C1)C)C1=CC=C(C=C1)F